4-((4-aminophenyl)methyl)-2-phenylaniline NC1=CC=C(C=C1)CC1=CC(=C(N)C=C1)C1=CC=CC=C1